2,3-dihydro-5,7-dihydroxy-3-[(4-hydroxyphenyl)methyl]-4H-1-Benzopyran-4-one OC1=CC(=CC2=C1C(C(CO2)CC2=CC=C(C=C2)O)=O)O